4-amino-N-[(1R)-2-(dimethylamino)-1-methyl-2-oxo-ethyl]-7-fluoro-N-[[2-fluoro-4-(trifluoromethyl)phenyl]methyl]imidazo[1,5-a]quinoxaline-8-carboxamide NC=1C=2N(C3=CC(=C(C=C3N1)F)C(=O)N(CC1=C(C=C(C=C1)C(F)(F)F)F)[C@@H](C(=O)N(C)C)C)C=NC2